C(CCCN(CCCN)CCCN)N(CCCN)CCCN N1,N1'-(butane-1,4-diyl)bis(N1-(3-aminopropyl)propane-1,3-diamine)